2-(4-(3,4-dichlorophenyl)-5-isopropylthiazol-2-ylamino)-5-phenylnicotinic acid ClC=1C=C(C=CC1Cl)C=1N=C(SC1C(C)C)NC1=C(C(=O)O)C=C(C=N1)C1=CC=CC=C1